FC([C@H](OC1=CC=C(C=N1)C=1N=CC=2N(C1)C=NN2)C)F 6-[6-[(1R)-2,2-difluoro-1-methyl-ethoxy]-3-pyridyl]-[1,2,4]Triazolo[4,3-a]Pyrazine